2,3-diethyl-6-methyl-4-propoxyphenol C(C)C1=C(C(=CC(=C1CC)OCCC)C)O